C[Si](C)(C)C#CC(O)C1=NC=CC=C1 trimethylsilylethynylpyridin-2-ylmethanol